[Na].ClC1=C(C=CC=C1)CC(=O)NC1=CC(=C(C=C1)C=1C=NC(=NC1)C1CC1)S(N=CN(C)C)(=O)=O 2-(2-chlorophenyl)-N-[4-(2-Cyclopropylpyrimidin-5-yl)-3-{[(dimethylamino)methylene]Sulfamoyl}phenyl]Acetamide Sodium